C(C1=CC=CC=C1)N1CCN(CC1)C[C@H](CO)C (R)-3-(4-benzylpiperazin-1-yl)-2-methylpropan-1-ol